OP(O)OP(O)O.C(C)(C)(C)C1=C(C=CC(=C1)C)C(O)(C(CO)(CO)CO)C1=C(C=C(C=C1)C)C(C)(C)C bis(2-t-butyl-4-methylphenyl)pentaerythritol diphosphite